C=C1N(C(C2=CC=CC=C12)=O)C1=CC=C(C=C1)C 3-methylene-2-(p-tolyl)isoindolin-1-one